2-(4-(6-((4-cyano-2-fluorobenzyl)oxy)pyridin-2-yl)-2-hydroxybenzyl)-1-(2-methoxyethyl)-1H-benzo[d]Imidazole-6-carboxylic acid C(#N)C1=CC(=C(COC2=CC=CC(=N2)C2=CC(=C(CC3=NC4=C(N3CCOC)C=C(C=C4)C(=O)O)C=C2)O)C=C1)F